6-bromo-2,3-dihydrofuro[2,3-b]Quinoline BrC=1C=C2C=C3C(=NC2=CC1)OCC3